C1(CC1)N1N=CC(=C1)C=1C=C(C=CC1)C1(C[C@H](CC[C@@H]1C(=O)NCCO)C(=O)N)C[C@@H]1CC[C@H](CC1)C1=CC(=C(C=C1)OC)C trans-M-(3-(1-cyclopropyl-1H-pyrazol-4-yl)phenyl)-N4-(2-hydroxyethyl)-M-((trans-4-(4-methoxy-3-methylphenyl)cyclohexyl)methyl)cyclohexane-1,4-dicarboxamide